C1(=CC=CC2=CC=CC=C12)C1C(=O)OCCCC1 α-naphthyl-ε-caprolactone